N-(6-METHOXY-1-METHYL-1H-INDAZOL-7-YL)-1-(4-METHYL-5-(4-METHYLPIPERAZIN-1-YL)PYRIDIN-2-YL)-1H-PYRAZOLE-4-SULFONAMIDE COC1=CC=C2C=NN(C2=C1NS(=O)(=O)C=1C=NN(C1)C1=NC=C(C(=C1)C)N1CCN(CC1)C)C